C[C@@H]1OCC2([C@@H]1N)CCN(CC2)C2=CN=C1C(=N2)NN=C1N1CCCC2=NC(=CC=C12)C1=NOC(=N1)C(C)C (3S,4S)-3-methyl-8-(3-{6-[5-(propan-2-yl)-1,2,4-oxadiazol-3-yl]-1,2,3,4-tetrahydro-1,5-naphthyridin-1-yl}-1H-pyrazolo[3,4-b]pyrazin-6-yl)-2-oxa-8-azaspiro[4.5]decan-4-amine